FC1=C(C(=O)NC2=CC(=CC=C2)[S@@](=O)(=NC(CN)=O)C)C(=CC=C1C(F)(F)F)OC=1C(=NC(=CC1)F)C (R)-2-fluoro-6-((6-fluoro-2-methylpyridin-3-yl)oxy)-N-(3-(N-glycyl-S-methylsulfonimidoyl)phenyl)-3-(trifluoromethyl)benzamide